3-methoxy-4-((3-(piperidin-4-yl)phenoxy)methyl)benzonitrile COC=1C=C(C#N)C=CC1COC1=CC(=CC=C1)C1CCNCC1